C(C=C)OC(C1=C(C(=O)[O-])C(C(=O)[O-])=C(C(=O)[O-])C(C(=O)OCC=C)=C1C(=O)OCC=C)=O triallylmellitate